C(C)(C)(C)OC(=O)NCCCCOC/C=C/C(=O)OCC ethyl (E)-4-[4-(tert-butoxycarbonylamino)butoxy]but-2-enoate